BrC=1C=C(C=C(C1OC)B1OC(C(O1)(C)C)(C)C)C[C@@H](C(=O)OC)NC(=O)OC(C)(C)C methyl (S)-3-(3-bromo-4-methoxy-5-(4,4,5,5-tetramethyl-1,3,2-dioxaborolan-2-yl)phenyl)-2-((tert-butoxycarbonyl)amino)propanoate